COC(=O)C1=CC=C2C(=N1)C=CN2[C@@H]2[C@H](N(C2)C(=O)OC(C)(C)C)C tert-butyl (2R,3S)-3-[5-(methoxycarbonyl) pyrrolo[3,2-b]pyridin-1-yl]-2-methylazetidine-1-carboxylate